[N+](=O)([O-])C=1C=CC2=C(N(CCO2)CS(=O)(=O)[O-])C1 (6-nitro-2,3-dihydro-1,4-benzoxazin-4-yl)methanesulfonate